N-(2-(Dimethylamino)ethyl)-7-(2-(4-fluoro-3-methylphenyl)pyridin-3-yl)imidazo[1,5-a]pyridine-3-carboxamide CN(CCNC(=O)C1=NC=C2N1C=CC(=C2)C=2C(=NC=CC2)C2=CC(=C(C=C2)F)C)C